BrCC1=CC=C2N=C(C(NC2=C1F)=O)C1CC1 7-(bromomethyl)-3-cyclopropyl-8-fluoroquinoxalin-2(1H)-one